5-methoxy-1H-benzo[d][1,3]oxazine-2,4-dione COC1=CC=CC=2NC(OC(C21)=O)=O